4-cyanopyridine N-oxide C1=C[N+](=CC=C1C#N)[O-]